C(#N)C1=CC(=CO1)[C@H]1N(OCC1)C(=O)C1CCN(CC1)C1=NC=CC(=N1)C(=O)N 2-[4-[(3S)-3-(5-Cyano-3-furyl)isoxazolidine-2-carbonyl]-1-piperidyl]pyrimidine-4-carboxamide